(R)-4-((3,5-dimethylisoxazol-4-yl)methyl)-1-isopropyl-N-(1-methylcyclopropyl)-5-oxo-1,2,4,5-tetrahydroimidazo[1,2-a]quinazoline-7-sulfonamide CC1=NOC(=C1CN1C=2N(C3=CC=C(C=C3C1=O)S(=O)(=O)NC1(CC1)C)[C@@H](CN2)C(C)C)C